5-tert-butyl-2-{[6-(methoxymethyl)pyridin-2-yl]carbamoyl}benzoic acid C(C)(C)(C)C=1C=CC(=C(C(=O)O)C1)C(NC1=NC(=CC=C1)COC)=O